C12C=CC3(C=CC4(C=C13)CC4)C=C2 1'H-spiro[cyclopropane-1,6'-[1,3a]ethenoindene]